(2-(2-(benzyloxy)-4,6-dihydroxybenzoyl)isoindolin-4-yl)acetamide C(C1=CC=CC=C1)OC1=C(C(=O)N2CC3=CC=CC(=C3C2)CC(=O)N)C(=CC(=C1)O)O